[NH4+].NC1=NC=NN2C1=C(C=C2C=2C=C(C(=O)N[C@@H]1CN(C[C@@H]1F)C(=O)C1CC(C1)F)C=C(C2)F)C(F)(F)F 3-[4-amino-5-(trifluoromethyl)pyrrolo[2,1-f][1,2,4]triazin-7-yl]-5-fluoro-N-[(3R,4S)-4-fluoro-1-(3-fluorocyclobutanecarbonyl)pyrrolidin-3-yl]benzamide ammonium